BrC=1C=C(C2=C(NC(=N2)C=2C(=NC=C(C2N2CCC(CC2)NC(OC(C)(C)C)=O)C2=CC(=CC(=C2)C)F)N(C)C)C1)OC tert-butyl N-{1-[3-(6-bromo-4-methoxy-1H-1,3-benzodiazol-2-yl)-2-(dimethylamino)-5-(3-fluoro-5-methylphenyl)pyridin-4-yl]piperidin-4-yl}carbamate